2-(1-(1-(2,6-bis(benzyloxy)pyridin-3-yl)-3-isopropyl-2-oxo-2,3-dihydro-1H-benzo[d]imidazol-5-yl)piperidin-4-yl)acetic acid C(C1=CC=CC=C1)OC1=NC(=CC=C1N1C(N(C2=C1C=CC(=C2)N2CCC(CC2)CC(=O)O)C(C)C)=O)OCC2=CC=CC=C2